tert-Butyl 2-{3-[1-(2-amino-5-fluoropyridine-4-carbonyl)azetidin-3-yl]-1H-indazol-1-yl}acetate NC1=NC=C(C(=C1)C(=O)N1CC(C1)C1=NN(C2=CC=CC=C12)CC(=O)OC(C)(C)C)F